CN1C=CC=2C1=NC=C(C2)N 1-methyl-1H-pyrrolo[2,3-b]pyridine-5-amine